O=C1OC2=CC(=CC=C2C(=C1)C1=C(C=CC=C1)C)C(CC(=O)N1C[C@H](CCC1)C(=O)O)C (S)-1-(3-(2-oxo-4-(o-tolyl)-2H-chromen-7-yl)butanoyl)piperidine-3-carboxylic acid